C(CCCCCCC)(=O)[O-] CAPRYLAT